Cl.N1(CCCCC1)C1CCC(CC1)N (1R,4R)-4-(piperidin-1-yl)cyclohexanamine hydrochloride